2,4-diethyl-1,6-diamino-hexane C(C)C(CN)CC(CCN)CC